[C@H]12CN(C[C@H](CC1)N2)C=2C1=C(N=C(N2)OCC23CCCN3CCC2)C(=C(N=C1)C1=CC=CC2=CC=CC(=C12)C#C[Si](C(C)C)(C(C)C)C(C)C)F 4-((1R,5S)-3,8-diazabicyclo[3.2.1]octan-3-yl)-8-fluoro-2-((tetrahydro-1H-pyrrolizin-7a(5H)-yl)methoxy)-7-(8-((triisopropylsilyl)ethynyl)naphthalen-1-yl)pyrido[4,3-d]pyrimidine